6-fluoro-N-methyl-5-(4-((8-methyl-6-oxo-7-(trifluoromethyl)-5,6-dihydro-1,5-naphthyridin-3-yl)methyl)piperazin-1-yl)picolinamide FC1=C(C=CC(=N1)C(=O)NC)N1CCN(CC1)CC=1C=NC=2C(=C(C(NC2C1)=O)C(F)(F)F)C